C1(CCC1)C[C@H](C(=O)O)CO (S)-3-cyclobutyl-2-(hydroxymethyl)propionic acid